(E)-N-cyclohexyl-3,N-diphenyl-acrylamide C1(CCCCC1)N(C(\C=C\C1=CC=CC=C1)=O)C1=CC=CC=C1